OC=1C=C(C2=CC=CC=C2C1)C1=CC=C2C(=NC(=NC2=C1)OCC12CCCN2CCC1)N1C[C@H]2CC[C@@H](C1)N2C(=O)[C@@H]2CNCC2 ((1R,5S)-3-(7-(3-hydroxynaphthalen-1-yl)-2-((tetrahydro-1H-pyrrolizin-7a(5H)-yl)methoxy)quinazolin-4-yl)-3,8-diazabicyclo[3.2.1]octan-8-yl)((S)-pyrrolidin-3-yl)methanone